4-[3-[2,4-difluoro-3-(methylsulfonyl)benzoyl]-1H-pyrazolo[3,4-b]Pyridin-5-yl]Benzamide FC1=C(C(=O)C2=NNC3=NC=C(C=C32)C3=CC=C(C(=O)N)C=C3)C=CC(=C1S(=O)(=O)C)F